C(C)C1=CC(=C(C=C1)S(=O)(=O)N)OC 4-ethyl-2-methoxybenzenesulfonamide